C(C)(C)OC(C)C isopropylEther